2-fluoro-1-(3-(7-(4-methylpiperidine-1-carbonyl)-3-(4-(trifluoromethyl)phenyl)-1H-pyrazolo[4,3-b]pyridin-1-yl)azetidin-1-yl)prop-2-en-1-one FC(C(=O)N1CC(C1)N1N=C(C2=NC=CC(=C21)C(=O)N2CCC(CC2)C)C2=CC=C(C=C2)C(F)(F)F)=C